C1(CCC1)C=1C(=NN(C1C1=CC=C(C=C1)OC(F)(F)F)C)NC(CC(C)(C)O)=O N-(4-cyclobutyl-1-methyl-5-(4-(trifluoromethoxy)phenyl)-1H-pyrazol-3-yl)-3-hydroxy-3-methylbutanamide